6-(1H-indol-6-yl)-N-(4-morpholinophenyl)-[1,2,4]triazolo[1,5-a]pyrazin-8-amine N1C=CC2=CC=C(C=C12)C=1N=C(C=2N(C1)N=CN2)NC2=CC=C(C=C2)N2CCOCC2